8-ethyl-3-((3-(4-(2-(isobutylsulfonyl)phenoxy)-3-(trifluoromethyl)phenyl)-1,2,4-oxadiazol-5-yl)methyl)-1-(2-morpholinoethyl)-1,3,8-triazaspiro[4.5]decane-2,4-dione C(C)N1CCC2(C(N(C(N2CCN2CCOCC2)=O)CC2=NC(=NO2)C2=CC(=C(C=C2)OC2=C(C=CC=C2)S(=O)(=O)CC(C)C)C(F)(F)F)=O)CC1